1-(3-methoxy-4-phenoxy-phenyl)-3-(4-methoxyphenyl)urea COC=1C=C(C=CC1OC1=CC=CC=C1)NC(=O)NC1=CC=C(C=C1)OC